N6'-(2-(1-(Cyclopropylsulfonyl)-1H-pyrazol-4-yl)pyrimidin-4-yl)-N4'-((1s,4s)-4-((dimethylamino)methyl)cyclohexyl)-5-(2,2,2-trifluoro-1-methoxyethyl)-[2,3'-bipyridine]-4',6'-diamine C1(CC1)S(=O)(=O)N1N=CC(=C1)C1=NC=CC(=N1)NC1=CC(=C(C=N1)C1=NC=C(C=C1)C(C(F)(F)F)OC)NC1CCC(CC1)CN(C)C